5-[(1R)-1-(4-{[4-(trifluoromethyl)-1,3-thiazol-2-yl]amino}phenyl)ethyl]isoxazol-3-ol FC(C=1N=C(SC1)NC1=CC=C(C=C1)[C@@H](C)C1=CC(=NO1)O)(F)F